tert-butyl ((trans)-4-((((trans)-4-(2,4-dioxo-3,4-dihydropyrimidin-1(2H)-yl)cyclohexyl)methyl)(ethyl)amino)cyclohexyl)carbamate O=C1N(C=CC(N1)=O)[C@@H]1CC[C@H](CC1)CN([C@@H]1CC[C@H](CC1)NC(OC(C)(C)C)=O)CC